FC(=C1CCN(CC1)C=1C=C(C=CC1[N+](=O)[O-])NS(=O)(=O)CCOC1OCCCC1)F N-(3-(4-(difluoromethylene)piperidin-1-yl)-4-nitrophenyl)-2-((tetrahydro-2H-pyran-2-yl)oxy)ethane-1-sulfonamide